C(C)(=O)C=1C=C(C=C2C(=C(C(=NC12)C1CCOCC1)C)C(=O)N)C 8-acetyl-3,6-dimethyl-2-tetrahydropyran-4-yl-quinoline-4-carboxamide